2-(2-(cyclopropanesulfonamido)thiazol-4-yl)-N-(5-(6-(2-methoxypropan-2-yl)pyrazin-2-yl)pyridin-2-yl)butanamide C1(CC1)S(=O)(=O)NC=1SC=C(N1)C(C(=O)NC1=NC=C(C=C1)C1=NC(=CN=C1)C(C)(C)OC)CC